ClC1=C(C=CC(=C1)Cl)[C@@H]1[C@H](OC(O1)(C)C)CNS(=O)(=O)OC1=CC=C(C=C1C)C(C)(C)C=1C=C(C(=CC1)O)C 4,4'-isopropylidenebis-o-cresol ((4R,5R)-5-(2,4-dichlorophenyl)-2,2-dimethyl-1,3-dioxolan-4-yl)methyl-sulfamate